(3R)-4-(7-chloro-1-(trideuteromethyl)pyrazolo[4,3-b]pyridin-5-yl)-3-methylmorpholine ClC1=C2C(=NC(=C1)N1[C@@H](COCC1)C)C=NN2C([2H])([2H])[2H]